triisobutoxyhafnium chloride [Cl-].C(C(C)C)O[Hf+](OCC(C)C)OCC(C)C